(S)-8-(5-chloro-3-fluoropyridin-2-yl)-5-(1-(4-chlorophenyl)ethyl)-N-methyl-6,9-dioxo-2,5,8-triazaspiro[3.5]nonane-2-carboxamide ClC=1C=C(C(=NC1)N1CC(N(C2(CN(C2)C(=O)NC)C1=O)[C@@H](C)C1=CC=C(C=C1)Cl)=O)F